[Cl-].CN1C=[N+](C(=C1)CCCC)C 1,3-dimethyl-4-butyl-imidazolium chloride